N7-(3-(4-methylpiperazin-1-yl)propyl)-2-(1H-pyrazol-5-yl)thieno[3,2-b]pyridine-5,7-diamine CN1CCN(CC1)CCCNC1=C2C(=NC(=C1)N)C=C(S2)C2=CC=NN2